S(=O)(=O)(C1=CC=C(C)C=C1)N1C=CC2=CC(=CC=C12)C(F)(F)F 1-tosyl-5-(trifluoromethyl)-1H-indole